C1(=CC=C(C=C1)C(=O)NCC(=O)N1CC2(OCCO2)C[C@H]1C(=O)OC)C1=CC=CC=C1 methyl (S)-7-(([1,1'-biphenyl]-4-carbonyl)glycyl)-1,4-dioxa-7-azaspiro[4.4]nonane-8-carboxylate